FC1(CCNCC1)C(=O)N([C@@H](C(C)C)C(=O)O)C N-(4-Fluoropiperidine-4-carbonyl)-N-methyl-L-valine